7-(8-Ethyl-2-methylimidazo[1,2-b]pyridazin-6-yl)-3-(1-ethylpiperidin-4-yl)-5-fluorocinnoline dihydrochloride Cl.Cl.C(C)C=1C=2N(N=C(C1)C1=CC(=C3C=C(N=NC3=C1)C1CCN(CC1)CC)F)C=C(N2)C